C(C)(=O)C1=CN(C2=CC=C(C=C12)NC=1C=NC=CC1)CC(=O)N(C(C)C)CC(=O)NCC1=C(C(=CC=C1)Cl)F 2-(3-acetyl-5-(pyridin-3-ylamino)-1H-indol-1-yl)-N-(2-((3-chloro-2-fluorobenzyl)amino)-2-oxoethyl)-N-isopropylacetamide